COC(C1=C(C=C(C=C1)CBr)OC)=O 4-(bromomethyl)-2-methoxybenzoic acid methyl ester